6-((3,3'-di-tert-butyl-2'-((5-(tert-butyl)benzo[d][1,3,2]dioxaphosphol-2-yl)oxy)-5,5'-dimethoxy-[1,1'-biphenyl]-2-yl)oxy)-6H-dibenzo[c,e][1,2]oxaphosphinine C(C)(C)(C)C=1C(=C(C=C(C1)OC)C1=C(C(=CC(=C1)OC)C(C)(C)C)OP1OC2=C(O1)C=CC(=C2)C(C)(C)C)OP2OC1=C(C3=C2C=CC=C3)C=CC=C1